2-benzyl-8-(cyclopentylmethyl)-6-(4-hydroxyphenyl)imidazo[1,2-a]pyrazin-3(7H)-one C(C1=CC=CC=C1)C1=NC=2N(C=C(NC2CC2CCCC2)C2=CC=C(C=C2)O)C1=O